2-(3-formyl-5-methoxyphenyl)acetonitrile C(=O)C=1C=C(C=C(C1)OC)CC#N